COC=1C=CC=2N(N1)C(=CN2)S(=O)(=O)N(C(C(F)(F)F)C2=CC=C(C=C2)F)C 6-methoxy-N-methyl-N-(2,2,2-trifluoro-1-(4-fluorophenyl)ethyl)imidazo[1,2-b]pyridazine-3-sulfonamide